allyl (6aS)-6-hydroxy-2-methoxy-8-(4-(N-methylsulfamoyl)phenyl)-12-oxo-3-((triisopropylsilyl)oxy)-6,6a,7,10-tetrahydrobenzo[e]pyrido[1,2-a][1,4]diazepine-5(12H)-carboxylate OC1[C@H]2N(C(C3=C(N1C(=O)OCC=C)C=C(C(=C3)OC)O[Si](C(C)C)(C(C)C)C(C)C)=O)CC=C(C2)C2=CC=C(C=C2)S(NC)(=O)=O